2-(2-aminoethoxy)isoindoline-1,3-dione trifluoroacetic acid salt FC(C(=O)O)(F)F.NCCON1C(C2=CC=CC=C2C1=O)=O